C(=O)C=1C(=C(C=C2C(C(=C(OC12)C)CCC(=O)NCCOC)=O)OC)O 3-(8-formyl-7-hydroxy-6-methoxy-2-methyl-4-oxo-4H-chromen-3-yl)-N-(2-methoxyethyl)propionamide